5-((1-(4-fluoro-2-iodophenyl)-3-methyl-1H-pyrazol-5-yl)methyl)-1-methyl-1H-pyrazole FC1=CC(=C(C=C1)N1N=C(C=C1CC1=CC=NN1C)C)I